((S)-4-acryloyl-3-(cyanomethyl)piperazin-1-yl)-6-chloro-7-(2-fluoro-6-hydroxyphenyl)-1-(2-isopropyl-4-methylpyridin-3-yl)-2-oxo-1,2-dihydro-1,8-naphthyridine-3-carbonitrile C(C=C)(=O)N1[C@H](CN(CC1)C1=C(C(N(C2=NC(=C(C=C12)Cl)C1=C(C=CC=C1O)F)C=1C(=NC=CC1C)C(C)C)=O)C#N)CC#N